O=C1NC(CCC1N1C(C2=C(C=C(C=C2C1=O)CN1CCN(CC1)C1=CC=C(C=C1)N1N=C2C(=CC=CC2=C1)C(=O)N)F)=O)=O 2-(4-(4-((2-(2,6-dioxopiperidin-3-yl)-7-fluoro-1,3-dioxoisoindoline-5-yl)methyl)piperazin-1-yl)phenyl)-2H-indazole-7-carboxamide